C(C1=CC=CC=C1)SC(=S)N1C=CC=C1 Benzyl-1H-pyrrol-1-carbodithioat